ethyl 2-(allyl((5-phenylpyrimidin-2-yl)methyl)amino)-2-oxoacetate C(C=C)N(C(C(=O)OCC)=O)CC1=NC=C(C=N1)C1=CC=CC=C1